ClC1=C2C(=NC=C1)C=C(O2)C=2C=NN(C2)C(C)C 7-chloro-2-(1-isopropyl-1H-pyrazol-4-yl)furo[3,2-b]pyridine